1-(2-(4-Benzoylpiperazin-1-yl)acetyl)-1',4'-dihydro-2'H-spiro[pyrrolidine-2,3'-quinolin]-2'-one C(C1=CC=CC=C1)(=O)N1CCN(CC1)CC(=O)N1CCCC12C(NC1=CC=CC=C1C2)=O